ClC1=C(C=C2CCN(C2=C1)C([C@H](C1=CC=C(C=C1)Cl)NC=1C=C(OC2CC(C2)C(=O)O)C=C(C1)OC)=O)OC (1s,3s)-3-(3-((2-(6-chloro-5-methoxyindolin-1-yl)-1-(4-chlorophenyl)-2-oxoethyl)amino)-5-methoxyphenoxy)cyclobutylcarboxylic acid